N1[C@H](CC1)C#N (2R)-azetidine-2-carbonitrile